ClC1=C(CN2CC3(C2)CCN(CC3)C(=O)[O-])C(=CC=C1)N1CCCC1 2-(2-chloro-6-(pyrrolidin-1-yl)benzyl)-2,7-diazaspiro[3.5]nonane-7-carboxylate